C1(CC1)C1=C(C=CC=C1)C1=NC=C(C(=N1)NCC1=CC=C(C=C1)C=1N(C=C(N1)C(F)(F)F)C)OC 2-(2-Cyclopropylphenyl)-5-methoxy-N-(4-(1-methyl-4-(trifluoromethyl)-1H-imidazol-2-yl)benzyl)pyrimidin-4-amine